(3-(3-fluorophenyl)-1-methyl-1H-indazol-6-yl)(4-(1-(1-(pyridin-2-yl)ethyl)-1H-benzo[d]imidazol-2-yl)piperidin-1-yl)methanone FC=1C=C(C=CC1)C1=NN(C2=CC(=CC=C12)C(=O)N1CCC(CC1)C1=NC2=C(N1C(C)C1=NC=CC=C1)C=CC=C2)C